5-(2-(4-hydroxypiperidin-1-yl)-2-oxo-1-phenylethyl)-1,5-dihydro-4H-pyrazolo[3,4-d]pyrimidin-4-one OC1CCN(CC1)C(C(C1=CC=CC=C1)N1C=NC2=C(C1=O)C=NN2)=O